pentafluorobenzyl-ammonium FC1=C(C(=C(C(=C1C[NH3+])F)F)F)F